N-{3-[6-(2,3-Dihydro-benzo[1,4]dioxin-5-yl)-2-methoxy-pyridin-3-ylamino]-benzyl}-nicotinamide O1CCOC2=C1C=CC=C2C2=CC=C(C(=N2)OC)NC=2C=C(CNC(C1=CN=CC=C1)=O)C=CC2